ClC1=C(C=CC2=C1C(=NC(C=1N2C=C(N1)C(=O)O)C)C1=NC=CC=C1F)C(F)(F)F 7-chloro-6-(3-fluoro-2-pyridinyl)-4-methyl-8-(trifluoromethyl)-4H-imidazo[1,2-a][1,4]benzodiazepine-2-Formic acid